FC1(CCC2=C1N=C(N=C2C2=CC(=C(C#N)C=C2)S(=O)(=N)C)N2[C@H](CC2)C)F 4-(7,7-difluoro-2-((S)-2-methylazetidin-1-yl)-6,7-dihydro-5H-cyclopenta[d]pyrimidin-4-yl)-2-(S-methylsulfonimidoyl)benzonitrile